CC(C)(OC(=O)NCC=1C=C(C=CC1)N1N=C(C=C1C(=O)O)C(F)(F)F)C [3-[[[(1,1-dimethylethoxy)carbonyl]amino]methyl]phenyl]-3-(trifluoromethyl)-1H-pyrazole-5-formic acid